3-(methyl-d3)morpholine C(C1NCCOC1)([2H])([2H])[2H]